COC1CC(C1)CN[C@H]1[C@H](CCCC1)OC=1C=C2CN(C(C2=CC1)=O)C1C(NC(CC1)=O)=O 3-(5-(((1S,2R)-2-(((3-methoxycyclobutyl)methyl)amino)cyclohexyl)oxy)-1-oxoisoindolin-2-yl)piperidine-2,6-dione